methyl 6-(4-fluorobenzyl)-3-methyl-5-((2-(pyrrolidin-1-yl)ethyl)amino)pyrazine-2-carboxylate FC1=CC=C(CC2=C(N=C(C(=N2)C(=O)OC)C)NCCN2CCCC2)C=C1